furfural furoate O1C(=CC=C1)C(=O)O.C(C1=CC=CO1)=O